5-bromo-6-(trifluoromethyl)-1H-indazole BrC=1C=C2C=NNC2=CC1C(F)(F)F